OC(COC=1C(=CC=C2C(C(OCC12)C)=O)OC)CN1CCN(CC1)C(=O)C1OCCC1 8-(2-hydroxy-3-(4-(tetrahydrofuran-2-carbonyl)piperazin-1-yl)propoxy)7-methoxy-3-methylisochroman-4-one